t-butyl 2-[4-[1-(2,6-dioxo-3-piperidyl) indolin-4-yl]piperazin-1-yl]acetate O=C1NC(CCC1N1CCC2=C(C=CC=C12)N1CCN(CC1)CC(=O)OC(C)(C)C)=O